N,N-diethyl-2-{[(1r,4r)-4-[(2-cyclopropylethyl)[2-(2,6-dioxopiperidin-3-yl)-1-oxo-3H-isoindol-4-yl]amino]cyclohexyl]amino}acetamide C(C)N(C(CNC1CCC(CC1)N(C1=C2CN(C(C2=CC=C1)=O)C1C(NC(CC1)=O)=O)CCC1CC1)=O)CC